ClC=1C=CC(=C(C1)C1=CC(=C(N=N1)S(=O)(=O)C)NCC1=C(C=C(C=C1)OC)OC)F 6-(5-chloro-2-fluorophenyl)-N-[(2,4-dimethoxyphenyl)methyl]-3-methanesulfonylpyridazin-4-amine